N-[3-fluoro-4-[[7-methoxy-6-(2-methoxyethoxy)-1,5-naphthyridin-4-yl]oxy]phenyl]-5-(4-fluoro-2-methylphenyl)-4-hydroxy-6-methylpyridine-3-carboxamide FC=1C=C(C=CC1OC1=CC=NC2=CC(=C(N=C12)OCCOC)OC)NC(=O)C=1C=NC(=C(C1O)C1=C(C=C(C=C1)F)C)C